dimethoxy(3-glycidoxypropyl)methyl-silane CO[Si](C)(CCCOCC1CO1)OC